BrC=1C=C(C=CC1)CCC(=O)OC 3-(3-bromophenyl)-1-methoxy-1-oxopropane